N-(6-chloro-3-methyl-2,4-dioxo-1-(3-(2-oxo-2,3-dihydro-1H-benzo[d]imidazol-5-yl)prop-2-yn-1-yl)-1,2,3,4-tetrahydropyrimidin-5-yl)-3-(p-tolyl)propanamide ClC1=C(C(N(C(N1CC#CC1=CC2=C(NC(N2)=O)C=C1)=O)C)=O)NC(CCC1=CC=C(C=C1)C)=O